dihydro-1H-pyrimidine-5-carboxamide N1CNCC(=C1)C(=O)N